N1[C@@H](CCC1)CNC(OCOP(=O)(OC(C)(C)C)OC(C)(C)C)=O ((di-tert-butoxyphosphoryl)oxy)methyl (S)-(pyrrolidin-2-ylmethyl)carbamate